FC1(CC2(C1)C[C@@H](N(CC2)CC2=C1C=CNC1=C(C=C2OC)C)C=2C=C(C(=NC2)OCC(=O)O)F)F (R)-2-((5-(2,2-difluoro-7-((5-methoxy-7-methyl-1H-indol-4-yl)methyl)-7-azaspiro[3.5]nonan-6-yl)-3-fluoropyridin-2-yl)oxy)acetic acid